COC(C1CCN(CC1)C1=CC=C(C=C1)[C@@H]1C2(CCC3=CC(=CC=C13)O)CCCC2)OC (S)-1'-(4-(4-(dimethoxymethyl)piperidin-1-yl)phenyl)-3',4'-dihydro-1'H-spiro[cyclopentane-1,2'-Naphthalene]-6'-ol